4-[5-(4-chlorophenyl)-1-[4-(trifluoromethyl)-3-pyridyl]pyrrol-2-yl]-N-[3-(dimethylamino)propyl]-3-methoxy-benzamide hydrochloride Cl.ClC1=CC=C(C=C1)C1=CC=C(N1C=1C=NC=CC1C(F)(F)F)C1=C(C=C(C(=O)NCCCN(C)C)C=C1)OC